6-(2-cyclopropylacetamido)-4-({4-[5-(dimethylcarbamoyl)pyrazin-2-yl]-3-methoxypyridin-2-yl}amino)-N-(2H3)methylpyridazine-3-carboxamide C1(CC1)CC(=O)NC1=CC(=C(N=N1)C(=O)NC([2H])([2H])[2H])NC1=NC=CC(=C1OC)C1=NC=C(N=C1)C(N(C)C)=O